C(C1=CC=CC=C1)N1S(N(C[C@H]1C(=O)OC)CCO[Si](C)(C)C(C)(C)C)(=O)=O Methyl (3S)-2-benzyl-5-{2-[(tert-butyldimethylsilyl) oxy] ethyl}-1,1-dioxo-1,2,5-thiadiazolidine-3-carboxylate